2-[(4-chloro)-phenylpropionamido]-3-(4-biphenylyl)-propionic acid ClC1=CC=C(C=C1)CCC(=O)NC(C(=O)O)CC1=CC=C(C=C1)C1=CC=CC=C1